BrC1=C(C2=CC=C(C=C2C=C1)Br)O 2,6-dibromo-1-hydroxynaphthalene